CC1=NC=2CCNCC2C=C1NC=1N=CC=2CCN(CC2C1)C1=C(C2=C(OCCN2)N=C1)C methyl-N-(6-(8-methyl-2,3-dihydro-1H-pyrido[2,3-b][1,4]oxazin-7-yl)-5,6,7,8-tetrahydro-2,6-naphthyridin-3-yl)-5,6,7,8-tetrahydro-1,6-naphthyridin-3-amine